CN(CCN(C1=CC(=C(C=C1[N+](=O)[O-])NC=1N=CC2=C(N1)N(C(C(=C2)C2=CC(=CC=C2)OC)=O)C)OC)C)C 2-((4-((2-(dimethylamino)ethyl)(methyl)amino)-2-methoxy-5-nitrophenyl)amino)-6-(3-methoxyphenyl)-8-methylpyrido[2,3-d]pyrimidin-7(8H)-one